C1(=CC=CC=C1)S(=O)(=O)CC#N 2-(Phenylsulfonyl)acetonitril